C(C)(C)OC1=CC(=CC=2N(C=NC21)CC2=CN=CS2)C(=O)[O-] 4-isopropoxy-1-(thiazoL-5-ylmethyl)-1H-benzo[d]imidazole-6-carboxylate